ClC=1C(=NC=C(C1)C(F)(F)F)C(=O)NC(NC1=C(C=C(C=C1C(C)C)F)F)=S 3-chloro-N-((2,4-difluoro-6-(isopropyl)phenyl)thiocarbamoyl)-5-(trifluoromethyl)picolinamide